4-Amino-N'-hydroxy-N-{3-[(methylsulfonyl)amino]propyl}-1,2,5-oxadiazole NC1=CN(ON1O)CCCNS(=O)(=O)C